C(#N)C1=CC(=C(COC2=CC=CC(=N2)N2CC3CCC(C2)N3CC3=NC2=C(N3C[C@H]3OCCC3)C=C(C=C2)C(=O)O)C=C1)F 2-((3-(6-((4-cyano-2-fluorobenzyl)oxy)pyridin-2-yl)-3,8-diazabicyclo[3.2.1]octan-8-yl)methyl)-1-(((S)-tetrahydrofuran-2-yl)methyl)-1H-benzo[d]imidazole-6-carboxylic acid